methyl 6-((diphenylmethylene)amino)pyrazolo[1,5-a]pyridine-3-carboxylate C1(=CC=CC=C1)C(C1=CC=CC=C1)=NC=1C=CC=2N(C1)N=CC2C(=O)OC